FC=1C=CC(=C(C1)C1=CC(=CN(C1=O)C)C(=O)OC)O methyl 5-(5-fluoro-2-hydroxyphenyl)-1-methyl-6-oxopyridine-3-carboxylate